NC=1C(C2=C(N=C(N=C2)N2CC3CN(CC3C2)C)N2C1SC1=C2C=CC=C1)=O 6-amino-2-(5-methylhexahydropyrrolo[3,4-c]pyrrol-2(1H)-yl)-5H-benzo[4',5']thiazolo[3',2':1,6]pyrido[2,3-d]pyrimidin-5-one